BrC1=C(C=CC=C1)CN1CCN(CC1)C1=CC=C(C(=O)O)C=C1 4-[4-[(2-bromophenyl)methyl]piperazin-1-yl]benzoic acid